FC1=CC=C(C(=O)NC2=NC=CC3=C2NC2=CC(=CC=C32)OC)C=C1 4-fluoro-N-(7-methoxy-9H-pyrido[3,4-b]indol-1-yl)benzamide